COC1=CC(=C(C=C1)Cl)OC 2,4-dimethoxychlorobenzene